nickel benzenedicarboxylate C=1(C(=CC=CC1)C(=O)[O-])C(=O)[O-].[Ni+2]